C(C)SC1=NC=NN1CC1=CC=C(C=C1)C1=NOC(=N1)C(F)(F)F 3-[4-[(5-ethylsulfanyl-1,2,4-triazol-1-yl)methyl]phenyl]-5-(trifluoromethyl)-1,2,4-oxadiazole